NC1=C2C(=C3C(=N1)C=C(N3)C(=O)N([C@@H]3COCC[C@H]3OC)CC3=CC=C(C=N3)C3=C(C=NC=C3F)F)COC2 5-amino-N-((3',5'-difluoro-[3,4'-bipyridin]-6-yl)methyl)-N-((3R,4R)-4-methoxytetrahydro-2H-pyran-3-yl)-6,8-dihydro-1H-furo[3,4-d]pyrrolo[3,2-b]pyridine-2-carboxamide